tri(trimethylsiloxy)silicon C[Si](O[Si](O[Si](C)(C)C)O[Si](C)(C)C)(C)C